C1=CC=CC=2C3=CC=CC=C3N(C12)C1=CC=C(C=C1)C1(C2CC3CC(CC1C3)C2)C2=CC=C(C=C2)N2C3=CC=CC=C3C=3C=CC=CC23 2,2-bis(4-carbazole-9-yl-phenyl)adamantan